ClC=1C=NC=C(C1C(CC)OC=1C=C2C(=NNC2=CC1)C(=O)NC=1C=NN(C1)C)Cl 5-(1-(3,5-dichloropyridin-4-yl)propoxy)-N-(1-methyl-1H-pyrazol-4-yl)-1H-indazole-3-carboxamide